4-[4-({8-[(3-chloropropionyl)oxy]octyl}-oxy)phenyl]cyclohexane-1-carboxylic acid ClCCC(=O)OCCCCCCCCOC1=CC=C(C=C1)C1CCC(CC1)C(=O)O